C(CCCCC)OC(CCCC)=O.NC(=O)N aminoketone hexyl-valerate